CC=1C(NC(NC1C(F)(F)F)=O)=O methyl-6-(trifluoromethyl)pyrimidine-2,4-dione